8-({4-[1-cyclopropyl-4-(trifluoromethyl)imidazol-2-yl]phenyl}methyl)-2-(4-cyclopropyl-6-methoxypyrimidin-5-yl)-6-(2-methyl-1,2,4-triazol-3-yl)pyrido[2,3-d]pyrimidin-7-one C1(CC1)N1C(=NC(=C1)C(F)(F)F)C1=CC=C(C=C1)CN1C(C(=CC2=C1N=C(N=C2)C=2C(=NC=NC2OC)C2CC2)C=2N(N=CN2)C)=O